NC1CN(CC1)CCC1=CC=C(C(=O)NC2=CC=C(C=C2)S(=O)(=O)N2CCN(CC2)C2=NC(=CC(=C2)C(F)(F)F)Cl)C=C1 4-[2-(3-aminopyrrolidin-1-yl)ethyl]-N-[4-[4-[6-chloro-4-(trifluoromethyl)-2-pyridinyl]piperazin-1-yl]sulfonylphenyl]benzamide